1-(oxazol-2-ylmethyl)piperidin O1C(=NC=C1)CN1CCCCC1